N(=[N+]=[N-])CC1CN(C=2N(C1)N=CC2)C(=O)OCCCC butyl 6-(azidomethyl)-6,7-dihydropyrazolo[1,5-a]pyrimidine-4(5H)-carboxylate